FC1=CC(=C(C=C1)C=1C=NC=2N(C1)C=C(N2)COC2=NC=CC=C2)CF 6-[4-Fluoro-2-(fluoromethyl)phenyl]-2-(2-pyridyloxymethyl)imidazo[1,2-a]pyrimidine